1-{3-Ethoxy-1-[2-(2,2,2-trifluoro-ethoxy)-pyridin-4-yl]-propyl}-3-spiro[3.3]hept-2-yl-urea C(C)OCCC(C1=CC(=NC=C1)OCC(F)(F)F)NC(=O)NC1CC2(C1)CCC2